1-(4-fluorophenyl)-4,6-dimethyl-2-oxo-1,2-dihydropyridine-3-carboxylic acid ethyl ester C(C)OC(=O)C=1C(N(C(=CC1C)C)C1=CC=C(C=C1)F)=O